N=1NC=C2C[NH2+]CCC21 4,5,6,7-tetrahydro-2H-pyrazolo[4,3-c]Pyridin-5-ium